(2-Phenyl-1,2,3,4-tetrahydroquinoline-6-yl)tert-butyl-carbamic acid C1(=CC=CC=C1)C1NC2=CC=C(C=C2CC1)N(C(O)=O)C(C)(C)C